FC1=C(C(=O)OC)C=CC(=C1)N1CCC(CC1)N1CCC(CC1)COC1=CC(=C2C(NC(=NC2=C1)CSC1CCOCC1)=O)F methyl 2-fluoro-4-(4-(((5-fluoro-4-oxo-2-(((tetrahydro-2H-pyran-4-yl)thio)methyl)-3,4-dihydroquinazolin-7-yl)oxy)methyl)-[1,4'-bipiperidin]-1'-yl)benzoate